O1C(=CC=C1)C(=O)OCCCCC AMYL 2-FUROATE